titanium isopropoxydioxabicyclo(5.4.0)undec-7-ene C(C)(C)OC12OOCCCC2=CCCC1.[Ti]